CN(C)CC1CN(C1)C(=O)O[C@@H]1CC[C@H](CC1)C(N(C[C@@H]1CC[C@H](CC1)C1=NC(=C(C=C1)OC)C)C1=NC=CC(=C1)C=1N=C(OC1)C1CC1)=O trans-4-((4-(2-Cyclopropyloxazol-4-yl)-pyridin-2-yl)((trans-4-(5-methoxy-6-methylpyridin-2-yl)-cyclohexyl)methyl)-carbamoyl)cyclohexyl 3-((dimethylamino)-methyl)azetidine-1-carboxylate